N1(C=CC=2C1=NC=CC2)CC2CCC1(CNC1)CC2 7-((1H-Pyrrolo[2,3-b]pyridin-1-yl)methyl)-2-azaspiro[3.5]nonan